[Pb].[Ti] titanium-lead